2-(4-isopropyl-5-(8-methoxy-[1,2,4]triazolo[1,5-a]pyridin-6-yl)-1H-pyrazol-3-yl)-N,N-dimethyl-4,5,6,7-tetrahydrobenzo[d]thiazol-6-amine C(C)(C)C=1C(=NNC1C=1C=C(C=2N(C1)N=CN2)OC)C=2SC1=C(N2)CCC(C1)N(C)C